BrC=1C=NN2C1N=C(C=C2)N2CC1=C(CC2)N(N=C1)CC1=CC=C(C=C1)OC 5-(3-Bromopyrazolo[1,5-a]pyrimidin-5-yl)-1-(4-methoxybenzyl)-4,5,6,7-tetrahydro-1H-pyrazolo[4,3-c]pyridine